(S)-1-(2-((3-(2-((1,5-dimethyl-1H-pyrazol-3-yl)amino)-5-methylpyrimidin-4-yl)-1H-indol-7-yl)amino)-2-oxoethyl)pyrrolidine-3-carboxylate CN1N=C(C=C1C)NC1=NC=C(C(=N1)C1=CNC2=C(C=CC=C12)NC(CN1C[C@H](CC1)C(=O)[O-])=O)C